ClC1=C(C=C2N(C(C=3N(C2=C1)C(=CN3)C)=O)C=3C(=NC=CC3)C)C(F)(F)F 8-Chloro-1-methyl-5-(2-methylpyridin-3-yl)-7-(trifluoromethyl)imidazo[1,2-a]Quinoxaline-4(5H)-on